Fmoc-(2R,4S)-4-hydroxypyrrolidine C(=O)(OCC1C2=CC=CC=C2C2=CC=CC=C12)N1CC[C@@H](C1)O